[Cl-].C(CCCC(=O)[O-])(=O)OOC (3R)-methoxyl glutarate chloride